O(C1=CC=CC=C1)C1=C(C(=O)O)C=CC(=C1)CNC(=O)NC=1C=CC=C2C=CC=NC12 2-phenoxy-4-((3-(quinolin-8-yl)ureido)methyl)benzoic acid